BrC1=CC=C(C=C1)C=1NC(SC1)N/N=C/C=1N=C(C=2N(C3=CC=CC=C3C2C1)CC1=CC=CC=C1)C(C)C 4-(4-bromophenyl)-2-(((E)-(9-benzyl-1-isopropyl-beta-carbolin-3-yl)methylene)hydrazino)-2,3-dihydrothiazole